4-[[(7S)-1-[6-[[(1S)-1-(2,2-difluoro-1,3-benzodioxol-5-yl)ethyl]amino]-5-fluoro-2-pyridinyl]-3-(trifluoromethyl)-4,5,6,7-tetrahydroindazol-7-yl]oxy]benzoic acid FC1(OC2=C(O1)C=CC(=C2)[C@H](C)NC2=C(C=CC(=N2)N2N=C(C=1CCC[C@@H](C21)OC2=CC=C(C(=O)O)C=C2)C(F)(F)F)F)F